CN1N=CC(=C1)C(=O)NC1=CC(=CC=C1)N1N=C(C(=C1)C)NC=1C=C2C=NN(C2=CC1)C(=O)C=1C=NN(C1)C 1-methyl-N-(3-(4-methyl-3-((1-(1-methyl-1H-pyrazole-4-carbonyl)-1H-indazol-5-yl)amino)-1H-pyrazol-1-yl)phenyl)-1H-pyrazole-4-carboxamide